4-butyl-3,5-heptanediol dibenzoate C(C1=CC=CC=C1)(=O)OC(CC)C(C(CC)OC(C1=CC=CC=C1)=O)CCCC